CC1=CC=C(C=C1)S(=O)(=O)[C@H](C)[C@@H](C)S(=O)(=O)C1=CC=C(C)C=C1 (2R,3R)-(-)-2,3-di-p-toluenesulfonyl-butane